C(C)(C)(C)S(=O)(=O)C=1C(=CC=2N(C1)C=CN2)OCC(CO)CC 2-(((6-(tert-butylsulfonyl)imidazo[1,2-a]pyridin-7-yl)oxy)methyl)butan-1-ol